OC(C)(C)C1=CC2=C(N(C=N2)CC=O)C=C1 2-(5-(2-hydroxypropan-2-yl)-1H-benzo[d]imidazol-1-yl)ethan-1-one